O1CCN(CCC1)C=1C2=C(N=C(N1)OCC1CN(CC1)C(=O)OC(C)(C)C)CNC2=O tert-butyl 3-[[4-(1,4-oxazepan-4-yl)-5-oxo-6,7-dihydropyrrolo[3,4-d]pyrimidin-2-yl]oxymethyl]pyrrolidine-1-carboxylate